methyl cis-2-(3-(1-methyl-1H-indazol-5-yl)benzyl)-3-((methylsulfonyl)amino)piperidine-1-carboxylate CN1N=CC2=CC(=CC=C12)C=1C=C(C[C@@H]2N(CCC[C@@H]2NS(=O)(=O)C)C(=O)OC)C=CC1